ClC=1C=2N(C=CN1)C(=NC2)C(C)C2=C(C(=C(C(=C2)Cl)C)C=2C=NC(=CC2)C)OCC 8-chloro-3-(1-(5-chloro-2-ethoxy-4-methyl-3-(6-methylpyridin-3-yl)phenyl)ethyl)imidazo[1,5-a]Pyrazine